C1CCN2C1C1=CC=C(C=C1C2)C(=O)OC Methyl 2,3,5,9b-tetrahydro-1H-pyrrolo[2,1-a]isoindole-7-carboxylate